1-(3-(dimethylamino)propyl)-4-ethyl-1,4-dihydro-5H-tetrazole-5-thione CN(CCCN1N=NN(C1=S)CC)C